water zinc nitrate [N+](=O)([O-])[O-].[Zn+2].O.[N+](=O)([O-])[O-]